C(#N)C1=CC=2N(C(N(C=3N=CC(=CC3C2C(=C1)F)F)CC)=O)C1=C(C=C(C=C1F)NCCNCCCC(=O)O)F 4-({2-[(4-{13-cyano-8-ethyl-4,15-difluoro-9-oxo-6,8,10-triazatricyclo[9.4.0.02,7]pentadeca-1(11),2(7),3,5,12,14-hexaen-10-yl}-3,5-difluorophenyl)amino]ethyl}amino)butanoic acid